N1=CSC=2C1=CC1=C(C=CC=3NC=4C=CC=CC4C13)C2 thiazolobenzo[C]carbazole